6-[3-chloro-5-(trifluoromethyl)-2-pyridinyl]-5,6,7,8-tetrahydro-3-methoxy-pyrido[4,3-c]pyridazine ClC=1C(=NC=C(C1)C(F)(F)F)N1CC2=C(N=NC(=C2)OC)CC1